C1CCC2=NC3=C(C(=C21)NC(OCC(Cl)(Cl)Cl)=O)CCC3 2,2,2-Trichloroethyl (1,2,3,5,6,7-hexahydrodicyclopenta[b,e]pyridin-8-yl)carbamate